N-((3R,5R)-5-fluoro-1-methylpiperidin-3-yl)-4-(4-methoxyphenyl)pyrido[3,4-d]pyridazin-1-amine F[C@@H]1C[C@H](CN(C1)C)NC1=C2C(=C(N=N1)C1=CC=C(C=C1)OC)C=NC=C2